4,4-Bis(4-hydroxy-phenyl)valeric acid OC1=CC=C(C=C1)C(CCC(=O)O)(C)C1=CC=C(C=C1)O